4-[(3-chloro-4-fluoro-phenyl)amino]-6-[cis-4-(N-methanesulfonyl-N-methyl-amino)-cyclohex-1-yloxy]-7-methoxy-quinazoline ClC=1C=C(C=CC1F)NC1=NC=NC2=CC(=C(C=C12)O[C@@H]1CC[C@@H](CC1)N(C)S(=O)(=O)C)OC